(S*)-N7-Methyl-N5-(2-(1-methyl-1H-pyrazol-4-yl)ethyl)-3-phenyl-2,3-dihydrobenzofuran-5,7-dicarboxamid CNC(=O)C1=CC(=CC=2[C@@H](COC21)C2=CC=CC=C2)C(=O)NCCC=2C=NN(C2)C |o1:9|